(S)-9-(((S)-2,6-dioxopiperidin-3-yl)carbamoyl)-1,2,4,4a,5,6-hexahydro-3H-benzo[b]pyrazino[1,2-d][1,4]oxazepine-3-carboxylic acid tert-butyl ester C(C)(C)(C)OC(=O)N1C[C@H]2N(C3=C(OCC2)C=C(C=C3)C(N[C@@H]3C(NC(CC3)=O)=O)=O)CC1